Methyl (S)-2-(((S)-1-(8-bromodibenzo[b,d]furan-3-yl)-2,2,2-trifluoroethyl) amino)-4-methylpentanoate BrC=1C=CC2=C(C3=C(O2)C=C(C=C3)[C@@H](C(F)(F)F)N[C@H](C(=O)OC)CC(C)C)C1